4-(8-ethyl-4-methyl-5,6,7,8-tetrahydro-1,8-naphthyridine-2-amido)-2-methylbenzoic acid C(C)N1CCCC=2C(=CC(=NC12)C(=O)NC1=CC(=C(C(=O)O)C=C1)C)C